(R)-4-(8-(4-(3-amino-3-methylpiperidin-1-yl)-8-methyl-2-(methylthio)pyrido[4,3-d]pyrimidin-7-yl)-2-fluoro-6-hydroxynaphthalen-1-yl)butanoic acid N[C@]1(CN(CCC1)C=1C2=C(N=C(N1)SC)C(=C(N=C2)C=2C=C(C=C1C=CC(=C(C21)CCCC(=O)O)F)O)C)C